C(\C=C\CNC1=NC=C(C(=O)N)C=C1[N+](=O)[O-])NC1=NC=C(C(=O)N)C=C1[N+](=O)[O-] (E)-6,6'-(but-2-ene-1,4-diylbis(azanediyl))bis(5-nitronicotinamide)